3-(5-methyl-4H-1,2,4-triazol-3-yl)pyrazolo[1,5-a]pyrimidine CC=1NC(=NN1)C=1C=NN2C1N=CC=C2